COC1=C(C=C(C=C1)C1CC2(C1)CCN(CC2)C(=O)OC(C)(C)C)C(F)(F)F tert-butyl 2-(4-methoxy-3-(trifluoromethyl) phenyl)-7-azaspiro[3.5]nonane-7-carboxylate